5-amino-1,3,3-trimethyl-1-(4-aminophenyl)indane NC=1C=C2C(CC(C2=CC1)(C1=CC=C(C=C1)N)C)(C)C